methylsulfonium tetrakis(pentafluorophenyl)borate FC1=C(C(=C(C(=C1[B-](C1=C(C(=C(C(=C1F)F)F)F)F)(C1=C(C(=C(C(=C1F)F)F)F)F)C1=C(C(=C(C(=C1F)F)F)F)F)F)F)F)F.C[SH2+]